2-(naphthalen-1-yl)benzofuro[2,3-b]Pyrazine C1(=CC=CC2=CC=CC=C12)C=1N=C2C(=NC1)OC1=C2C=CC=C1